S1C(=NC=C1)C1=NN=C(S1)N 5-(thiazol-2-yl)-1,3,4-thiadiazol-2-amine